(2-(N-(tert-butyl)sulfamoyl)-5-isobutylthiophen-3-yl)boric acid C(C)(C)(C)NS(=O)(=O)C=1SC(=CC1OB(O)O)CC(C)C